(4S)-4-amino-4-carbamoyl-butyric acid tert-butyl ester hydrochloride Cl.C(C)(C)(C)OC(CC[C@@H](C(N)=O)N)=O